C(C)OC(=O)C1CN(C1)C(=O)OCC1=CC=CC=C1 Azetidine-1,3-dicarboxylic acid O1-benzyl ester O3-ethyl ester